di(3-pyridinylphenyl)-2-methylphenylcarbazole N1=C(C=CC=C1)C=1C=C(C=CC1)C=1C(=C(C=2NC3=CC=CC=C3C2C1)C1=C(C=CC=C1)C)C1=CC(=CC=C1)C1=NC=CC=C1